C(C)OB1OC(C2=NC(=CC=C21)NC2=NC=C(C(=N2)N[C@H](CO)C2=CC=CC=C2)C2=NC(=NO2)C2=CC=C(C=C2)F)(C)C (S)-2-((2-((1-ethoxy-3,3-dimethyl-1,3-dihydro-[1,2]oxaborolo[4,3-b]pyridin-5-yl)amino)-5-(3-(4-fluorophenyl)-1,2,4-oxadiazol-5-yl)pyrimidin-4-yl)amino)-2-phenylethan-1-ol